C(C=C)(=O)SC(CSC=1SC(=NN1)SCCCC)C 2-acryloylthio-n-propylthio-5-n-butylthio-1,3,4-thiadiazole